(2S,3R)-2-(2,4-Difluorophenyl)-3-(5-fluoropyrimidin-4-yl)-1-(1H-1,2,4-triazol-1-yl)-2-butanol FC1=C(C=CC(=C1)F)[C@](CN1N=CN=C1)([C@H](C)C1=NC=NC=C1F)O